C(#C)C1C(N(C1)C(=O)OC(C)(C)C)C tert-butyl 3-ethynyl-2-methylazetidine-1-carboxylate